(Z)-1-[(1S,7S)-2,3,4-trimethyltricyclo[5.2.1.0~1,5~]dec-4-yl]ethanone oxime CC1[C@]23C(C(C1C)(C)\C(\C)=N/O)C[C@H](CC2)C3